O[C@@H](CN1CC2=CC(=C(C=C2CC1)OC)NC1=NC=C2C(=N1)N(N=C2)C[C@H]2N(CCC2)C(C)=O)C 1-((S)-2-((6-((2-((R)-2-hydroxypropyl)-6-methoxy-1,2,3,4-tetrahydroisoquinolin-7-yl)amino)-1H-pyrazolo[3,4-d]pyrimidin-1-yl)methyl)pyrrolidin-1-yl)ethan-1-one